The molecule is an inorganic sodium salt having sulfite as the counterion. It has a role as a food preservative and a reducing agent. It is an inorganic sodium salt and a sulfite salt. It contains a sulfite. [O-]S(=O)[O-].[Na+].[Na+]